(2S)-2-mercaptobutanoic acid S[C@H](C(=O)O)CC